C(C)(C)(C)C=1C(=NN2C1N=CC1=C2C(CN1C(=O)OC1=CC=C(C=C1)C(CC(C)(C)C1=CC=C(C=C1)O)=C)(C(F)(F)F)C)C(F)F 4,4'-(1,1-dimethyl-3-methylene-1,3-propylene)bisphenol tert-butyl-2-(difluoromethyl)-8-methyl-8-(trifluoromethyl)-7,8-dihydro-6H-pyrazolo[1,5-a]pyrrolo[2,3-e]pyrimidine-6-carboxylate